2-(2,6-dioxo-3-piperidyl)-5-[2-[2-[2-[2-[(2S)-4-[6-(5-isopropoxy-1H-indazol-3-yl)pyrimidin-4-yl]-2-methyl-piperazin-1-yl]ethoxy]ethoxy]ethoxy]ethoxy]isoindoline-1,3-dione O=C1NC(CCC1N1C(C2=CC=C(C=C2C1=O)OCCOCCOCCOCCN1[C@H](CN(CC1)C1=NC=NC(=C1)C1=NNC2=CC=C(C=C12)OC(C)C)C)=O)=O